2-[2-Fluoro-4-(6-hydroxy-2-pyridinyl)-5-methyl-phenyl]acetic acid methyl ester COC(CC1=C(C=C(C(=C1)C)C1=NC(=CC=C1)O)F)=O